CO[Si](C1=CC=CC=C1)(C1=CC=CC=C1)OC dimethoxydiphenylsilane